4-[4-(3-ethoxypiperidin-1-yl)-8-fluoro-2-{[(2R,7aS)-2-fluorotetrahydro-1H-pyrrolizin-7a(5H)-yl]methoxy}pyrido[4,3-d]pyrimidin-7-yl]-5-ethynyl-6-fluoronaphthalen-2-ol C(C)OC1CN(CCC1)C=1C2=C(N=C(N1)OC[C@]13CCCN3C[C@@H](C1)F)C(=C(N=C2)C2=CC(=CC1=CC=C(C(=C21)C#C)F)O)F